3-(1,1-Dimethyl-heptyl)-9-hydroxymethyl-6,6-dimethyl-6a,7,10,10a-tetrahydro-6H-benzo[c]chromen-1-ol CC(CCCCCC)(C)C=1C=C(C=2C3C(C(OC2C1)(C)C)CC=C(C3)CO)O